6-(2-Cyclopentyloxy-pyridin-3-yl)-naphthalene-2-carboxylic acid methyl ester COC(=O)C1=CC2=CC=C(C=C2C=C1)C=1C(=NC=CC1)OC1CCCC1